5-(1H-[1,2,3]Triazolo[4,5-b]pyridin-5-yl)-N-(4-phenethoxyphenyl)nicotinamide N1N=NC2=NC(=CC=C21)C=2C=NC=C(C(=O)NC1=CC=C(C=C1)OCCC1=CC=CC=C1)C2